C(C)(C)(C)S(=O)(=O)N1CCC2=CC(=CC=C12)[C@H]1[C@@H](C1)NCC1CCNCC1 trans-2-(1-(tert-butylsulfonyl)indolin-5-yl)-N-(piperidin-4-ylmethyl)cyclopropylamine